(R)-2-amino-N-(phenylmethyl-d2)propanamide N[C@@H](C(=O)NC([2H])([2H])C1=CC=CC=C1)C